4-(4-(((2-(2,6-dioxopiperidin-3-yl)-1-oxoisoindolin-5-yl)methyl)(methyl)amino)piperidin-1-yl)-N-(5-((R)-2-methoxy-2-phenylacetyl)-1,4,5,6-tetrahydropyrrolo[3,4-c]pyrazol-3-yl)benzamide O=C1NC(CCC1N1C(C2=CC=C(C=C2C1)CN(C1CCN(CC1)C1=CC=C(C(=O)NC=2C3=C(NN2)CN(C3)C([C@@H](C3=CC=CC=C3)OC)=O)C=C1)C)=O)=O